C1(CC1)CN1C(=CC2=CC=C(C=C12)C1COC1)C1=NC=2C(=CC=3CCN(C(C3C2)=O)C[C@@H](C)NC(OC(C)(C)C)=O)N1C tert-butyl (R)-(1-(2-(1-(cyclopropylmethyl)-6-(oxetan-3-yl)-1H-indol-2-yl)-1-methyl-5-oxo-1,5,7,8-tetrahydro-6H-imidazo[4,5-g]isoquinolin-6-yl)propan-2-yl)carbamate